Methyl (S,E)-8-bromo-9-(4-((1-(4-(tert-butoxy)-4-oxobut-2-en-1-yl)pyrrolidin-3-yl)oxy)phenyl)-6,7-dihydro-5H-benzo[7]annulene-3-carboxylate Br\C=1\CCCC2=C(/C1/C1=CC=C(C=C1)O[C@@H]1CN(CC1)CC=CC(=O)OC(C)(C)C)C=CC(=C2)C(=O)OC